CC(C=CC(C(=O)O)NC(C1=CC(=CC=C1)N1C=NN=C1)=O)(C)C 5,5-dimethyl-2-[m-(4H-1,2,4-triazol-4-yl)benzoylamino]-3-hexenoic acid